CC=1CC[C@@H]2[C@@H](CC[C@H](C12)C=C(C)C)C (4S,7R,7aR)-3,7-dimethyl-4-(2-methylprop-1-enyl)-2,4,5,6,7,7a-hexahydro-1H-indene